C1(CC1)OC(=O)N[C@H](C(=O)O)CCN(CCCCC1=NC=2NCCCC2C=C1)CCOC1=CC=CC=C1 (2S)-2-(cyclopropoxycarbonylamino)-4-[2-phenoxyethyl-[4-(5,6,7,8-tetrahydro-1,8-naphthyridin-2-yl)butyl]amino]butanoic acid